3-iodo-2,4-difluoroaniline IC=1C(=C(N)C=CC1F)F